spiro[3.5]Nonane-6-ol C1CCC12CC(CCC2)O